ethyl 1-[2-(dimethylamino)ethyl]-6-methyl-2-oxo-1,2-dihydropyridine-3-carboxylate CN(CCN1C(C(=CC=C1C)C(=O)OCC)=O)C